(2,5-dioxopyrrolidin-1-yl) 6-(2,5-dioxopyrrol-1-yl)hexanoate O=C1N(C(C=C1)=O)CCCCCC(=O)ON1C(CCC1=O)=O